1-(tert-butyl)-7,14,15-trioxadispiro[5.1.58.26]pentadecan-2-ol C(C)(C)(C)C1C(CCCC12OC1(CCCCC1)OO2)O